1-(4-acetylpiperazin-1-yl)-2-(2-((3r,4r)-3-amino-4-fluoropiperidin-1-yl)-5,6-difluoro-1H-benzo[d]imidazol-1-yl)ethan-1-one C(C)(=O)N1CCN(CC1)C(CN1C(=NC2=C1C=C(C(=C2)F)F)N2C[C@H]([C@@H](CC2)F)N)=O